(4aS,7aS,12bS)-3-(cyclopropylmethyl)-4a-hydroxy-7-methylene-2,3,4,4a,5,6,7,7a-octahydro-1H-4,12-methanobenzofuro[3,2-e]isoquinolin-9-yl (9Z,12Z,15Z)-octadeca-9,12,15-trienoate C(CCCCCCC\C=C/C\C=C/C\C=C/CC)(=O)OC1=CC=C2C3=C1O[C@@H]1[C@]34CCN(C([C@@]4(CCC1=C)O)C2)CC2CC2